C1(CC1)C=1N=C(C(=NC1C)C(=O)N)NC1=CC(=CC=C1)CCNC([C@H](C)N(C(C=C)=O)C)=O (S)-5-cyclopropyl-6-methyl-3-((3-(2-(2-(N-methylacrylamido)propanamido)ethyl)phenyl)amino)pyrazine-2-carboxamide